7,14-dioxo-4,15-dioxa-6,13-diazaoctadecane-17-enoate O=C(NCOCCC(=O)[O-])CCCCCNC(OCC=C)=O